2-hydroxy-5-(5-methyl-6-(2-methylpyridin-4-yl)-4-oxo-4,5-dihydropyrazolo[1,5-a]pyrazin-3-yl)benzonitrile OC1=C(C#N)C=C(C=C1)C=1C=NN2C1C(N(C(=C2)C2=CC(=NC=C2)C)C)=O